4-(Difluoromethoxy)-3-[2-(5-fluoropyridin-3-yl)ethynyl]-N-((5S,6S)-6-hydroxyspiro[2.4]heptan-5-yl)benzamide FC(OC1=C(C=C(C(=O)N[C@H]2CC3(CC3)C[C@@H]2O)C=C1)C#CC=1C=NC=C(C1)F)F